tert-butyl 2-[(3R)-1-[(2R)-2-[4-(2-chloro-4-fluoro-phenyl)-2-oxo-chromen-7-yl]oxypropanoyl]-3-piperidyl]acetate ClC1=C(C=CC(=C1)F)C1=CC(OC2=CC(=CC=C12)O[C@@H](C(=O)N1C[C@H](CCC1)CC(=O)OC(C)(C)C)C)=O